2-oxo-2H-[1,3'-bipyridine]-4-carboxylic acid O=C1N(C=CC(=C1)C(=O)O)C=1C=NC=CC1